Cl.CN(C)C N,N-dimethyl-Methylamine hydrochloride